(5-methylisoxazol-3-yl)-8-oxononanamide CC1=CC(=NO1)C(C(=O)N)CCCCCC(C)=O